OC=1C(NC=NC1CN1C(N(C(C1)C1=CC=C(C=C1)C#CC1=CC=C(C=C1)OCCO)C(C)C)=O)=O 5-hydroxy-6-((4-(4-((4-(2-hydroxyethoxy)phenyl)ethynyl)phenyl)-3-isopropyl-2-oxoimidazolidin-1-yl)methyl)pyrimidin-4(3H)-one